C(C)C(CP(O)(O)=O)CCCC 2-ethylhexyl-phosphonic acid